(6R)-7-cyclopropyl-3-(2-{[(3S)-6,6-dimethylpiperidin-3-yl]amino}-5-(trifluoromethyl)pyrimidin-4-yl)-6-methyl-1H,4H,5H,6H,7H,8H-pyrrolo[2,3-c]azepin-8-one C1(CC1)N1C(C2=C(CC[C@H]1C)C(=CN2)C2=NC(=NC=C2C(F)(F)F)N[C@@H]2CNC(CC2)(C)C)=O